Cl.Cl.N(=[N+]=[N-])C(CN)CN 2-azidopropane-1,3-diamine dihydrochloride